N-(5-(pyridin-2-yl)-1,3,4-thiadiazol-2-yl)-1-ethyl-4-hydroxy-2-quinolone-3-carboxamide N1=C(C=CC=C1)C1=NN=C(S1)NC(=O)C=1C(N(C2=CC=CC=C2C1O)CC)=O